3-amino-3-({3-[(2,2-dimethylpropionyl)oxy]-1-methoxy-1-oxopropan-2-yl}carbamoyl)propanoic acid NC(CC(=O)O)C(NC(C(=O)OC)COC(C(C)(C)C)=O)=O